(chloromethyl)-2-cyclohexyloxirane ClCC1(OC1)C1CCCCC1